ethyl 3-(1-(4-chloro-3-(fluoromethoxy) benzyl)-3-(ethoxycarbonyl) thioureido)-1H-pyrrole-2-carboxylate ClC1=C(C=C(CN(C(=S)NC(=O)OCC)C2=C(NC=C2)C(=O)OCC)C=C1)OCF